3,N4-ethenocytidine C1=CN(C(=O)N2C1=NC=C2)[C@H]3[C@@H]([C@@H]([C@H](O3)CO)O)O